(2E)-3-[5-(4-methoxyphenyl)-7-(trifluoromethyl)pyrazolo[1,5-a]pyrimidin-3-yl]prop-2-enoic acid methyl ester COC(\C=C\C=1C=NN2C1N=C(C=C2C(F)(F)F)C2=CC=C(C=C2)OC)=O